N-(2-(2-(4-((2-nitrobenzyl)oxy)phenoxy)ethoxy)ethyl)cyclopentylamine [N+](=O)([O-])C1=C(COC2=CC=C(OCCOCCNC3CCCC3)C=C2)C=CC=C1